FC(OC1=CC=C2C(=CNC2=C1)CCNC1=NC(=NC2=C1OCCN2)C=2C(NC=CC2)=O)(F)F 3-(4-((2-(6-(trifluoromethoxy)-1H-indol-3-yl)ethyl)amino)-7,8-dihydro-6H-pyrimido[5,4-b][1,4]oxazin-2-yl)pyridin-2(1H)-one